C(C)OC(CC(CCNC(NCCC(CC(OCC)OCC)[SiH3])=O)[SiH3])OCC bis(3-diethoxyethyl-silylpropyl)urea